6,8-diprenyl-naringenin C(C=C(C)C)C1=C(C=2C(C[C@H](OC2C(=C1O)CC=C(C)C)C1=CC=C(O)C=C1)=O)O